5-cyclopropyl-3-(2,6-dichlorophenyl)-4-((((2R,4S)-2-methylpiperidin-4-yl)oxy)methyl)-isoxazole C1(CC1)C1=C(C(=NO1)C1=C(C=CC=C1Cl)Cl)CO[C@@H]1C[C@H](NCC1)C